N-(8-quinolinyl)-2-ethyl-3-butenamide N1=CC=CC2=CC=CC(=C12)NC(C(C=C)CC)=O